The molecule is a 1-(4-{4-[5-(2,6-difluorophenyl)-4,5-dihydro-1,2-oxazol-3-yl]-1,3-thiazol-2-yl}piperidin-1-yl)-2-[5-methyl-3-(trifluoromethyl)-1H-pyrazol-1-yl]ethanone that has S configuration at position 5 of the 4,5-dihydro-1,2-oxazole ring. It is an enantiomer of a (R)-oxathiapiprolin. CC1=CC(=NN1CC(=O)N2CCC(CC2)C3=NC(=CS3)C4=NO[C@@H](C4)C5=C(C=CC=C5F)F)C(F)(F)F